HYDROXYPROPANEDIAL OC(C=O)C=O